C(C)(C)(C)OC(=O)N1C(N(C2=C1C=CC=C2)C=2C=NC(=CC2)C(F)(F)F)=O 2-oxo-3-(6-(trifluoromethyl)pyridin-3-yl)-2,3-dihydro-1H-benzo[d]imidazole-1-carboxylic acid tert-butyl ester